N-(4-fluoro-3-(4-methylpiperazin-1-yl)benzyl)-3-((6-phenylpyridazin-3-yl)amino)benzamide FC1=C(C=C(CNC(C2=CC(=CC=C2)NC=2N=NC(=CC2)C2=CC=CC=C2)=O)C=C1)N1CCN(CC1)C